(S)-N-(7-(4-fluorobenzyl)-2-methyl-2,3-dihydro-1H-pyrido[2,3-b][1,4]oxazin-6-yl)ethanesulfonamide FC1=CC=C(CC2=CC3=C(OC[C@@H](N3)C)N=C2NS(=O)(=O)CC)C=C1